1-((1S,3R,4S)-4-hydroxy-3-(hydroxymethyl)-2-methylenecyclopentyl)-5-methylpyrimidine-2,4(1H,3H)-dione O[C@@H]1[C@H](C([C@H](C1)N1C(NC(C(=C1)C)=O)=O)=C)CO